3-(benzyloxy)-4-formylpyrrolidine-1-carboxylic acid tert-butyl ester C(C)(C)(C)OC(=O)N1CC(C(C1)C=O)OCC1=CC=CC=C1